6-(1-(1-((1-acryloylazetidin-3-yl)methyl)azetidin-3-yl)-1H-pyrazol-4-yl)-4-methoxypyrazolo[1,5-a]pyridine-3-carbonitrile C(C=C)(=O)N1CC(C1)CN1CC(C1)N1N=CC(=C1)C=1C=C(C=2N(C1)N=CC2C#N)OC